tert-butyl (4R)-4-[(4-chloro-6-formyl-6,7-dihydro-5H-cyclopenta[c]pyridin-3-yl)oxymethyl]-2,2-dimethyl-1,3-oxazolidine-3-carboxylate ClC=1C2=C(C=NC1OC[C@@H]1N(C(OC1)(C)C)C(=O)OC(C)(C)C)CC(C2)C=O